tris(1,10-phenanthroline) hexafluorophosphate F[P-](F)(F)(F)(F)F.N1=CC=CC2=CC=C3C=CC=NC3=C12.N1=CC=CC2=CC=C3C=CC=NC3=C12.N1=CC=CC2=CC=C3C=CC=NC3=C12